6-amino-2H-isoquinolin-1-one NC=1C=C2C=CNC(C2=CC1)=O